Cl.C(C)N=C=N N'-ethylcarbodiimide monohydrochloride